1-(2-naphthalenyl)ethanone C1=C(C=CC2=CC=CC=C12)C(C)=O